N-(2-chloro-3-(3'-chloro-6-methoxy-5-((((5-oxopyrrolidin-2-yl)methyl)amino)methyl)-[2,4'-bipyridin]-2'-yl)phenyl)-5-(((3-hydroxypropyl)amino)methyl)-4-methoxypicolinamide ClC1=C(C=CC=C1C1=NC=CC(=C1Cl)C1=NC(=C(C=C1)CNCC1NC(CC1)=O)OC)NC(C1=NC=C(C(=C1)OC)CNCCCO)=O